C1(CCCC1)CSC=1C(=NC=CC1)CNC(C(C)(C)NC(OC(C)(C)C)=O)=O Tert-Butyl (1-(((3-((Cyclopentylmethyl)Sulfanyl)Pyridin-2-yl)Methyl)Amino)-2-Methyl-1-Oxopropan-2-yl)Carbamate